BrC=1C(=C(C(=CC1)C(=O)N)C(=O)N)F bromofluoro-benzenebisamide